[4-(2-tetrahydropyran-4-yl-3H-imidazo[4,5-b]pyridin-7-yl)-1-piperidyl]-(4-trimethylsilylphenyl)methanone O1CCC(CC1)C1=NC=2C(=NC=CC2C2CCN(CC2)C(=O)C2=CC=C(C=C2)[Si](C)(C)C)N1